[C@H]12CN(C[C@H](CC1)N2)C2=NC(=NC1=CC(=CC=C21)C2=CC(=CC1=CC=CC=C21)O)O[C@H](C)[C@H]2N(CCC2)C 4-(4-((1R,5S)-3,8-diazabicyclo[3.2.1]octan-3-yl)-2-((R)-1-((S)-1-methylpyrrolidin-2-yl)ethoxy)quinazolin-7-yl)naphthalen-2-ol